C1([C@H](O)[C@@H](O)[C@@H](O)[C@H](O1)CO)C([C@@H]1[C@@H]([C@@H]([C@H]([C@H](O[C@H]2[C@@H]([C@H](C(O)O[C@@H]2CO)O)O)O1)O)O)O)O 6'-galactosyllactose